(S)-1-(4-chloro-5-isoquinolinesulfonyl)-3-(methylamino)pyrrolidine monohydrochloride Cl.ClC1=CN=CC=2C=CC=C(C12)S(=O)(=O)N1C[C@H](CC1)NC